OC[C@]1(CN(CC1)C(C)(C)C1=NC=CC=C1)CCC1=NC=C(C#N)C=C1 (R)-6-(2-(3-(hydroxymethyl)-1-(2-(pyridin-2-yl)propan-2-yl)pyrrolidin-3-yl)ethyl)nicotinonitrile